C(=C)[C@H]1CC[C@H](N1)C(=O)OC(C)(C)C tert-butyl (5R)-5-vinyl-L-prolinate